FC(C(=O)O)(F)F.C1(CC1)[C@H]1CN(CCN1)C=1N=NC(=CN1)C1=C(C=C(C=C1)C=1OC(=CN1)C)O 2-{3-[(3S)-3-cyclopropylpiperazin-1-yl]-1,2,4-triazin-6-yl}-5-(5-methyl-1,3-oxazol-2-yl)phenol trifluoroacetate